[N+](=O)(OCCC1CCN(CC1)S(=O)(=O)C1=CC(=C(C=C1)OCCC)C1=NN2C(C(N1)=O)=C(C(=C2CCC)/C=N/O)C)[O-] 2-[1-(3-{6-[(1E)-(hydroxyimino)methyl]-5-methyl-4-oxo-7-propyl-3H,4H-pyrrolo[2,1-f][1,2,4]triazin-2-yl}-4-propoxybenzenesulfonyl)piperidin-4-yl]ethyl nitrate